S(=O)(=O)=NC(=O)C=1NC=CC1 sulfonyl-pyrrole-2-carboxamide